C[NH+]1C[C@@H](C=C2C=3C=CC=C4NC=C(C[C@@H]12)C34)C(N(C3=CC=NC=C3)C)=O (4R,6R,7R)-6-methyl-4-[methyl(pyridin-4-yl)carbamoyl]-6,11-diazatetracyclo[7.6.1.02,7.012,16]hexadeca-1(16),2,9,12,14-pentaen-6-ium